O(C1=CC=CC=C1)CCN(CCC(C(=O)O)NC(CC1=CC=NC=C1)=O)CCCCC1=NC=2NCCCC2C=C1 4-[2-phenoxyethyl-[4-(5,6,7,8-tetrahydro-1,8-naphthyridin-2-yl)butyl]amino]-2-[[2-(4-pyridyl)acetyl]amino]butanoic acid